N[C@@H]1CN(CC1)C(=O)C=1SC(=CC1C)C1=CC(=C(C=C1)C1CCN(CC1)C)O (S)-(3-aminopyrrolidin-1-yl)(5-(3-hydroxy-4-(1-methylpiperidin-4-yl)phenyl)-3-methylthiophen-2-yl)methanone